3-fluoro-4-(5-(hydroxymethyl)-2,3-dihydrobenzofuran-7-yl)picolinonitrile FC=1C(=NC=CC1C1=CC(=CC=2CCOC21)CO)C#N